(4-(3-(azetidin-1-yl)-5-methyl-1H-pyrazol-1-yl)phenyl)methanamine N1(CCC1)C1=NN(C(=C1)C)C1=CC=C(C=C1)CN